C1C(CC2=CC=CC=C12)NC1=NC=C(C=N1)C=1C=C(C=CC1)NC(C1=CN=C(C=C1)CS(=O)(=O)C)=O N-(3-(2-((2,3-dihydro-1H-inden-2-yl)amino)pyrimidin-5-yl)phenyl)-6-((methylsulfonyl)methyl)nicotinamide